CC12CC3CC(CC(C1)(C3)C)C2 5,7-dimethyladamantane